Cl.NC/C(/COC=1C(=C(CN2C(NC(C3=C2C(=CN3)C)=O)=S)C=CC1)F)=C\F (E)-1-(3-((2-(aminomethyl)-3-fluoroallyl)oxy)-2-fluorobenzyl)-7-methyl-2-thioxo-1,2,3,5-tetrahydro-4H-pyrrolo[3,2-d]pyrimidin-4-one hydrochloride